Cl.FC=1C(=CC2=C(C1)[C@@H]1NCCC[C@@H]1O2)OC(F)(F)F |r| rac-(4aS,9bS)-8-fluoro-7-(trifluoromethoxy)-1,2,3,4,4a,9b-hexahydrobenzofuro[3,2-b]pyridine hydrochloride